NC=1C=C(C(=NC1)N1CCN(CC1)C(=O)OC(C)(C)C)C(F)(F)F tert-butyl 4-[5-amino-3-(trifluoromethyl)-2-pyridyl]piperazine-1-carboxylate